6-(1-methyl-1H-pyrazol-4-yl)pyrimidin CN1N=CC(=C1)C1=CC=NC=N1